Oxazepin C1=CC=NOC=C1